C(C1=CC=CC=C1)(=O)CC=1C(NC(NC1)=O)=O.P(O)(O)=O.B borane phosphonate compound with benzoyl-thymine